methyl-2-{2-bromo-6-[(4-methoxyphenyl)methoxy]phenyl}-1,3-dioxolane CC1(OCCO1)C1=C(C=CC=C1OCC1=CC=C(C=C1)OC)Br